endo-methyl 7-acetyl-2-azabicyclo[2.2.2]oct-5-ene-2-carboxylate C(C)(=O)C1C2N(CC(C=C2)C1)C(=O)OC